3-Chloro-4-methyl-5-(trifluoromethyl)-1H-pyridazin-6-one hydrazone ClC1=NNC(C(=C1C)C(F)(F)F)=NN